5-methyl-2-phenyl-1,2,4-triazolidine CC1NCN(N1)C1=CC=CC=C1